4-Chloroindole-3-acetic acid ClC1=C2C(=CNC2=CC=C1)CC(=O)O